(S)-N-Methyl-3-(6-methyl-4-(trifluoromethyl)pyridin-2-yl)-2-oxo-N-(1H-pyrrolo[2,3-b]pyridin-6-yl)oxazolidine-4-carboxamide CN(C(=O)[C@H]1N(C(OC1)=O)C1=NC(=CC(=C1)C(F)(F)F)C)C1=CC=C2C(=N1)NC=C2